N-[(1S)-2-[[(1S)-2-amino-2-oxo-1-[(5-oxo-4-azaspiro[2.4]heptan-6-yl)methyl]ethyl]amino]-1-(cyclopropylmethyl)-2-oxo-ethyl]-7-chloro-1H-indole-2-carboxamide NC([C@H](CC1C(NC2(CC2)C1)=O)NC([C@H](CC1CC1)NC(=O)C=1NC2=C(C=CC=C2C1)Cl)=O)=O